Cl.Cl.CC1(CCN)C=NC=N1 4-methylhistamine dihydrochloride